BrC=1C=C(C(N(C1)CC1=CC(=CC(=C1)C)C)=O)C(=O)NC 5-bromo-1-(3,5-dimethylbenzyl)-N-methyl-2-oxo-1,2-dihydropyridine-3-carboxamide